C(C)NC(=O)NC1=NC=CC(=C1F)CN1CCN(CC1)C=1C(=NC(=CC1)N1N=CC=C1)C([2H])([2H])[2H] 1-ethyl-3-(3-fluoro-4-((4-(2-(methyl-d3)-6-(1H-pyrazol-1-yl)pyridin-3-yl)piperazin-1-yl)methyl)pyridin-2-yl)urea